OCCOCN1C(=S)NC(=O)C(C)=C1SC1=CC=CC=C1 1-[(2-hydroxyethoxy)methyl]-6-(phenylthio)-2-thiothymine